O1COCC2=C1C=CC(=C2)C(N2CCN(CC2)C(=O)N2N=CC=C2)C2=CC1=C(OCOC1)C=C2 (4-(bis(4H-benzo[d][1,3]dioxin-6-yl)methyl)piperazin-1-yl)(1H-pyrazol-1-yl)methanone